FC1=CC=C2C(=CC(=CC2=C1)SCC1=CC(=NN1C)C(=O)OCC)O Ethyl 5-(((7-fluoro-4-hydroxynaphthalen-2-yl)thio)methyl)-1-methyl-1H-pyrazole-3-carboxylate